6-Chloro-2-{4-[4-(2-ethoxyethyl)piperazin-1-yl]phenyl}-N-(1-methylpiperidin-4-yl)-3H-imidazo[4,5-b]pyridin-7-amine ClC=1C(=C2C(=NC1)NC(=N2)C2=CC=C(C=C2)N2CCN(CC2)CCOCC)NC2CCN(CC2)C